CC(CC(=O)SCCNC(=O)CCNC(=O)[C@@H](C(C)(C)COP(=O)([O-])OP(=O)([O-])OC[C@@H]1[C@H]([C@H]([C@@H](O1)N2C=NC3=C(N=CN=C32)N)O)OP(=O)([O-])[O-])O)O The molecule is an acyl-CoA(4-) obtained by deprotonation of the phosphate and diphosphate OH groups of 3-hydroxybutanoyl-CoA; major species at pH 7.3. It is a conjugate base of a 3-hydroxybutanoyl-CoA.